ClC1=CC2=C(C(=N1)OC)[C@]1([C@@](O2)([C@@H]([C@H]([C@H]1O)C(=O)OC)C1=CC=CC=C1)C1=CC=C(C=C1)C(F)(F)F)O |r| rac-methyl (5aR,6S,7R,8R,8aS)-3-chloro-8,8a-dihydroxy-1-methoxy-6-phenyl-5a-(4-(trifluoromethyl)phenyl)-5a,7,8,8a-tetrahydro-6H-cyclopenta[4,5]furo[3,2-c]pyridine-7-carboxylate